(3,3-difluorocyclobutyl)(1H-imidazol-2-yl)methanone FC1(CC(C1)C(=O)C=1NC=CN1)F